2-((3-methoxypropyl)thio)-N-methylethan-1-amine COCCCSCCNC